OCCN1C[C@H](N(CC1)CC1=C2C=CN(C2=C(C=C1OC)C)C(=O)OCCCC)C1=CC=C(C=C1)C(=O)OC Butyl (R)-4-((4-(2-hydroxyethyl)-2-(4-(methoxycarbonyl)phenyl)piperazin-1-yl)methyl)-5-methoxy-7-methyl-1H-indole-1-carboxylate